C1(=CC=CC=C1)C1=NC=CC(=C1)C1=CC=C(/C=C/C2=CC=C(OCCCCCO)C=C2)C=C1 (E)-5-(4-(4-(2-phenylpyridin-4-yl)styryl)phenoxy)pentan-1-ol